[Si](C1=CC=CC=C1)(C1=CC=CC=C1)(C(C)(C)C)OCC(C=C(C)C)(C)NC(OC(C)(C)C)=O Tert-butyl (1-((tert-butyldiphenylsilyl)oxy)-2,4-dimethylpent-3-en-2-yl)carbamate